2-[1-(2,6-difluoro-4-nitro-phenyl)-4-hydroxy-4-piperidinyl]acetic acid tert-butyl ester C(C)(C)(C)OC(CC1(CCN(CC1)C1=C(C=C(C=C1F)[N+](=O)[O-])F)O)=O